2-(4-((cyclopropylmethyl)sulfonyl)phenyl)acetic acid C1(CC1)CS(=O)(=O)C1=CC=C(C=C1)CC(=O)O